1-[(2,2-dimethylpentanoyl)oxy]ethyl piperidine-1-carboxylate N1(CCCCC1)C(=O)OC(C)OC(C(CCC)(C)C)=O